(R)-2-((2-(4,4-difluoropiperidin-1-yl)-6-methoxy-7-(3-(pyrrolidin-1-yl)propoxy)quinazolin-4-yl)amino)-3-methylbutan-2-ol FC1(CCN(CC1)C1=NC2=CC(=C(C=C2C(=N1)N[C@@](C)(C(C)C)O)OC)OCCCN1CCCC1)F